Cl.C(N)(=O)C=1N=CC(=NC1NC1=CC=C(C=C1)C1CCNCC1)N1CCC(CC1)C(=O)O 1-[5-carbamoyl-6-[4-(4-piperidinyl)anilino]pyrazin-2-yl]piperidine-4-carboxylic acid hydrochloride